NCCCNC(C(=C)C)=O N-[3-aminopropyl]methacrylamide